N1CC(C=C1)N1CCOCC1 4-pyrrolin-3-ylmorpholine